C(C=C)C1=C(CC(CC1)C(C)C)C 1-allyl-4-isopropyl-2-methylcyclohex-1-ene